2-trifluoromethylethanone FC(CC=O)(F)F